C(#N)CCN(C1CC(CC(C1)C)(C)C)C1CC(CC(C1)C)(C)C N-(2-cyanoethyl)-N,N-di(3,3,5-trimethylcyclohexyl)-amine